C(=O)O.ClC=1C=C2CCCN(C2=C(C1)C1=C2C(=NC=C1)C(=C(S2)CN2C(CCC2=O)=O)F)[C@@H]2CN[C@@](C2)(C)CO 1-[[7-[6-chloro-1-[(3S,5R)-5-(hydroxymethyl)-5-methyl-pyrrolidin-3-yl]-3,4-dihydro-2H-quinolin-8-yl]-3-fluoro-thieno[3,2-b]pyridin-2-yl]methyl]pyrrolidine-2,5-dione, formic acid salt